C(C)(C)(C)C1=CC=C(C=C1)C(C)O 1-(4-Tert-butylphenyl)-1-ethanol